COC1=C(CNC=2C3=C(N=CN2)N(C=C3C3=CC=C(C=2N3C=CN2)NC(=O)NC2=CC(=C(C=C2)CN2CCN(CC2)C)C(F)(F)F)C(C)C)C=CC(=C1)OC 1-(5-(4-((2,4-dimethoxybenzyl)amino)-7-isopropyl-7H-pyrrolo[2,3-d]pyrimidin-5-yl)imidazo[1,2-a]pyridin-8-yl)-3-(4-((4-methylpiperazin-1-yl)methyl)-3-(trifluoromethyl)phenyl)urea